BrC1=CN=C2SC3=NC(=CN3C2=C1)C(=O)O 11-Bromo-7-thia-2,5,9-triazatricyclo[6.4.0.02,6]dodeca-1(12),3,5,8,10-pentaene-4-carboxylic acid